sodium α-eleostearate C(CCCCCCC\C=C/C=C/C=C/CCCC)(=O)[O-].[Na+]